CN1N=NC(=C1)C(=O)NC1=CNC2=CC=C(C=C12)OC1CC(C1)C1=CC=C(C=C1)C(F)(F)F 1-methyl-N-(5-((1r,3r)-3-(4-(trifluoromethyl)phenyl)cyclobutoxy)-1H-indol-3-yl)-1H-1,2,3-triazole-4-carboxamide